C(C)C(CCCCC)N(C(C(COCCCCCCCC\C=C/CCCCCCCC)OCCCCCCCC\C=C/CCCCCCCC)=O)CCOCCOCCOCCOCCOC(C1=CC=CC=C1)(C1=CC=CC=C1)C1=CC=CC=C1 N-(1-ethylhexyl)-2,3-bis[(Z)-octadec-9-enoxy]-N-[2-[2-[2-[2-(2-trityloxyethoxy)ethoxy]ethoxy]ethoxy]ethyl]propanamide